NC=1C=C(C=CC1N)C=1C(=C(C(=CC1)N)N)C1=CC=CC=C1 3,3',4,4'-tetraaminoterphenyl